1-(tert-butyl)-5-chloro-6-oxo-1,6-dihydropyridazin-4-ol C(C)(C)(C)N1N=CC(=C(C1=O)Cl)O